C(C)C=1C=CC(=NC1)CNC1=CC(=CC=C1)F N-((5-ethylpyridin-2-yl)methyl)-3-fluoroaniline